FC1(CC(OC1)(C(=O)OCC)C)F ethyl 4,4-difluoro-2-methyltetrahydrofuran-2-carboxylate